p-toluenesulfonyl-thiosemicarbazide CC1=CC=C(C=C1)S(=O)(=O)NNC(=S)N